FC1=CC=C(CN2N=CC(=C2O)C(=O)OCC)C=C1 Ethyl 1-(4-fluorobenzyl)-5-hydroxy-1H-pyrazole-4-carboxylate